(R)-1-(4-chloro-2-fluorophenyl)-3-(1-(2'-(dimethylphosphoryl)-2-fluoro-3-(trifluoromethyl)-[1,1'-biphenyl]-4-yl)-2-oxopyrrolidin-3-yl)urea ClC1=CC(=C(C=C1)NC(=O)N[C@H]1C(N(CC1)C1=C(C(=C(C=C1)C1=C(C=CC=C1)P(=O)(C)C)F)C(F)(F)F)=O)F